ClC1=C(C=C(C=C1)C)B(O)O (2-chloro-5-methylphenyl)boronic acid